(trans)-3-[[2-(3-acetyl-4-bromo-anilino)-5-methyl-pyrimidin-4-yl]amino]tetrahydropyran-4-carbonitrile C(C)(=O)C=1C=C(NC2=NC=C(C(=N2)N[C@@H]2COCC[C@H]2C#N)C)C=CC1Br